2-vinyl-(1-naphthyl)benzene C(=C)C1=C(C=CC=C1)C1=CC=CC2=CC=CC=C12